C(#C)C1=C2C(=CN=CC2=CC=C1F)C1=C(C=2N=C(N=C(C2C=N1)N(C[C@@H]1NCCCC1)C)N1CC2CCC(C1)N2C)F 7-(5-ethynyl-6-fluoroisoquinolin-4-yl)-8-fluoro-N-methyl-2-(8-methyl-3,8-diazabicyclo[3.2.1]octan-3-yl)-N-(((R)-piperidin-2-yl)methyl)pyrido[4,3-d]pyrimidin-4-amine